The molecule is a sphingoid that is 1-deoxysphinganine having cis-double bonds at positions 6, 9, 12, and 15. It has a role as a metabolite. It is a sphingoid and an amino alcohol. It derives from a 1-deoxysphinganine. CC/C=C\\C/C=C\\C/C=C\\C/C=C\\CC[C@H]([C@H](C)N)O